COC1=C(C=CC=C1)C(S)P(O)(O)=O [(2-Methoxyphenyl)-sulfanylmethyl]phosphonic acid